3-amino-α-methyl-2-pyridinemethanol NC=1C(=NC=CC1)C(O)C